(2R)-2-(6-{5-chloro-2-[(oxan-4-yl)amino]pyrimidin-4-yl}-1-oxo-2,3-dihydro-1H-isoindol-2-yl)-N-[(1R)-1-(3-methylphenyl)ethyl]propanamide ClC=1C(=NC(=NC1)NC1CCOCC1)C1=CC=C2CN(C(C2=C1)=O)[C@@H](C(=O)N[C@H](C)C1=CC(=CC=C1)C)C